ClC=1C=C(C=CC1)N1C(N(C(C1=O)=CC1=C(C(=CC=C1)O)O)C)=[Se] 3-(3-chlorophenyl)-5-(2,3-dihydroxybenzylidene)-1-methyl-2-selenoxoimidazolidin-4-one